(3R,5R)-3-((2-((S)-amino(cycloheptyl)methyl)imidazo[1,2-b]pyridazin-6-yl)methyl)-5-(trifluoromethyl)piperidin-2-one N[C@H](C=1N=C2N(N=C(C=C2)C[C@@H]2C(NC[C@@H](C2)C(F)(F)F)=O)C1)C1CCCCCC1